CC1([C@@](CC1)(O)C1=CC=2C(=NC(=CC2)C2=CC=3C(N=C2)=NN(C3)C)S1)C (1R)-2,2-dimethyl-1-(6-(2-methyl-2H-pyrazolo[3,4-b]pyridin-5-yl)thieno[2,3-b]pyridin-2-yl)cyclobutanol